(R)-2-(4-chloro-3-fluorophenyl)-1-(4-((5R,7R)-7-hydroxy-5-methyl-6,7-dihydro-5H-cyclopenta[d]pyrimidin-4-yl)piperazin-1-yl)-3-(4-hydroxypiperidin-1-yl)propan-1-one ClC1=C(C=C(C=C1)[C@@H](C(=O)N1CCN(CC1)C=1C2=C(N=CN1)[C@@H](C[C@H]2C)O)CN2CCC(CC2)O)F